C1(CC1)CCCCN1C(=NC2=C1C=C(C=C2)N2CCOCC2)OC N-(4-Cyclopropylbutyl)-2-methoxy-6-morpholino-1H-benzo[d]Imidazole